4-(benzoyloxy)benzoic acid C(C1=CC=CC=C1)(=O)OC1=CC=C(C(=O)O)C=C1